1,4-diazepan-5-one trifluoroacetic acid salt FC(C(=O)O)(F)F.N1CCNC(CC1)=O